FC(C=1C=CC(=NC1)CNC(=O)[C@H]1CC[C@@H](CO1)NC(OC(C)(C)C)=O)(F)F tert-butyl ((3S,6R)-6-(((5-(trifluoromethyl)pyridin-2-yl)methyl)carbamoyl)tetrahydro-2H-pyran-3-yl)carbamate